2-methyl-2-(4-(3-methyl-2-oxo-6-(quinoxalin-6-ylamino)-2,3-dihydro-1H-imidazo[4,5-c]pyridin-1-yl)phenyl)propionitrile CC(C#N)(C)C1=CC=C(C=C1)N1C(N(C=2C=NC(=CC21)NC=2C=C1N=CC=NC1=CC2)C)=O